N-tert-butyl-[1,1'-biphenyl]-2-carboxamide C(C)(C)(C)NC(=O)C=1C(=CC=CC1)C1=CC=CC=C1